3-(pyridazin-3-ylamino)-1H-pyrazol N1=NC(=CC=C1)NC1=NNC=C1